(Z,Z)-9,12-Octadecadienoic acid C(CCCCCCC\C=C/C\C=C/CCCCC)(=O)O